isoOctylacrylat C(CCCCC(C)C)OC(C=C)=O